COC(=O)C=1C(=C(C(=CC1)C(F)(F)F)C1=CC=C(C=C1)O)C methyl-4'-hydroxy-6-(trifluoromethyl)[1,1'-biphenyl]-3-carboxylic acid methyl ester